CC(CCC(=O)OC)CN1CC2(C1)CN(C2)S(=O)(=O)C=2C(=NC(=CC2)C(F)(F)F)C methyl 4-methyl-5-(6-((2-methyl-6-(trifluoromethyl)pyridin-3-yl)sulfonyl)-2,6-diazaspiro[3.3]heptan-2-yl)pentanoate